2,6-di(9H-carbazol-9-yl)-3,5-bis(3,6-di-tert-butyl-9H-carbazol-9-yl)benzonitrile C1=CC=CC=2C3=CC=CC=C3N(C12)C1=C(C#N)C(=C(C=C1N1C2=CC=C(C=C2C=2C=C(C=CC12)C(C)(C)C)C(C)(C)C)N1C2=CC=C(C=C2C=2C=C(C=CC12)C(C)(C)C)C(C)(C)C)N1C2=CC=CC=C2C=2C=CC=CC12